N1(C=NC=C1)CCNC(CN1C=NC2=CC=C(C=C2C1=O)NC(=O)NC1=CC(=CC=C1)C(C)=O)=O N-(2-(1H-imidazol-1-yl)ethyl)-2-(6-(3-(3-acetylphenyl)ureido)-4-oxoquinazolin-3(4H)-yl)acetamide